FC(=C1CC2(CCCN2C1)C(=O)OC)F methyl 2-(difluoromethylene)tetrahydro-1H-pyrrolizine-7a(5H)-carboxylate